4-(2-phenyl-2H-tetrazol-5-yl)-phenol C1(=CC=CC=C1)N1N=C(N=N1)C1=CC=C(C=C1)O